benzyl (2-methyl-1-oxopent-4-en-2-yl)carbamate CC(C=O)(CC=C)NC(OCC1=CC=CC=C1)=O